((3-(1-cyclopropylethyl)bicyclo[4.2.0]oct-1(6),2,4-trien-2-yl)carbamoyl)-4-(2-hydroxypropan-2-yl)furan-2-sulfonamide C1(CC1)C(C)C1=C(C=2CCC2C=C1)NC(=O)C1=C(OC=C1C(C)(C)O)S(=O)(=O)N